ClC1=CC=C2C(=CC=NC2=C1)NN 7-chloro-4-hydrazinoquinoline